2,6-bis((3aS,8aR)-3a,8a-dihydro-8H-indeno[1,2-d]oxazol-2-yl)pyridine O1C(=N[C@@H]2[C@H]1CC=1C=CC=CC12)C1=NC(=CC=C1)C=1O[C@H]2[C@@H](N1)C=1C=CC=CC1C2